C(C)(C)(C)C=1C=C(C=CC1)[C@H](C)NC(=O)C1=CC=C2C(=C(N(C2=C1)C)C)CC=1C=C(OC(C(=O)O)C(F)(F)F)C=CC1 2-(3-((6-(((S)-1-(3-(tert-butyl)phenyl)ethyl)carbamoyl)-1,2-dimethyl-1H-indol-3-yl)methyl)phenoxy)-3,3,3-trifluoropropanoic acid